ClC=1C=C(C=CC1)NC(C(=O)NC=1C=C(C=CC1)C=1N(C2=CC(=C(C=C2C1I)C(=O)O)O)C)=O 2-(3-(2-((3-chlorophenyl)amino)-2-oxoacetamido)phenyl)-6-hydroxy-3-iodo-1-methyl-1H-indole-5-carboxylic acid